3-(4,7-Dihydro-1-methyl-7-oxo-3-propyl-1H-pyrazolo[4,3-d]pyrimidin-5-yl)-4-ethoxybenzenesulfonic acid CN1N=C(C=2NC(=NC(C21)=O)C=2C=C(C=CC2OCC)S(=O)(=O)O)CCC